ClC=1C=C2C(=CC1Cl)NC([C@]21CN(CC1)C(=O)[C@H]1CNCCC1)=O (S)-5,6-dichloro-1'-((R)-piperidine-3-carbonyl)spiro[indoline-3,3'-pyrrolidin]-2-one